FC(C1=C(C(=C(C(=C1F)F)F)F)F)(F)F PerfluoroToluene